N,N-dimethyldodecylamine-N-oxide C[N+](C)(CCCCCCCCCCCC)[O-]